C1=C(C=CC2=CC=CC=C12)S(=O)(=O)O.C(CCCCC)N(C1=C(C=C(C=C1)N1C(=NC(=CC1=O)C)C)F)CCCCCC (4-(dihexylamino)-3-fluorophenyl)-2,6-dimethylpyrimidin-4(3H)-one beta-naphthalenesulfonate